5-Methyl-chrysene CC1=C2C=3C=CC=CC3C=CC2=C2C=CC=CC2=C1